3-(5-chloro-2-((3-cyclopropyl-5-(((3R,5S)-3,5-dimethylpiperazine-1-yl)methyl)phenyl)amino)pyrimidine-4-yl)-6-methyl-1H-indol-5-ol ClC=1C(=NC(=NC1)NC1=CC(=CC(=C1)CN1C[C@H](N[C@H](C1)C)C)C1CC1)C1=CNC2=CC(=C(C=C12)O)C